5-ethyl-5-(1-methylbutyl)barbituric acid C(C)C1(C(NC(NC1=O)=O)=O)C(CCC)C